NC1=NC=CC=C1C1=NC2=C(N1C1=CC=C(CN3CCC(CC3)NC3=NC(=NC=C3)C#N)C=C1)C=CC=C2 4-((1-(4-(2-(2-aminopyridin-3-yl)-1H-benzo[d]imidazol-1-yl)benzyl)piperidin-4-yl)amino)pyrimidine-2-carbonitrile